7-bromo-N-(2-((1S,3S,5S)-3-cyano-2-azabicyclo[3.1.0]hex-2-yl)-2-oxoethyl)-quinoline-4-carboxamide BrC1=CC=C2C(=CC=NC2=C1)C(=O)NCC(=O)N1[C@H]2C[C@H]2C[C@H]1C#N